C1(CCC1)C[C@@H]([C@H](CO)NC(OC(C)(C)C)=O)CCO tert-Butyl N-[(1R,2R)-2-(cyclobutylmethyl)-4-hydroxy-1-(hydroxymethyl)butyl]carbamate